(1S)-1'-[7-(3-fluoro-2-methyl-4-pyridyl)-6-methyl-pyrazolo[1,5-a]pyrazin-4-yl]spiro[indane-2,4'-piperidine]-1-amine FC=1C(=NC=CC1C1=C(N=C(C=2N1N=CC2)N2CCC1(CC2)[C@@H](C2=CC=CC=C2C1)N)C)C